3-(2-(((3-bromophenyl)sulfonyl)oxy)phenyl)-5-phenyl-1H-pyrazole BrC=1C=C(C=CC1)S(=O)(=O)OC1=C(C=CC=C1)C1=NNC(=C1)C1=CC=CC=C1